C(C)(C)(C)OC(=O)N1C2(CC2)C[C@@H](CC1)C=1C=CC=2N(C(C=C(N2)C2=CC(=C3C(=N2)OC(=N3)C)C)=O)C1.FS(=O)(=O)[N+]1=CNC3=C1C=CC=C3 |r| fluorosulfonyl-benzimidazolium rac-tert-butyl-7-[2-(2,7-dimethyloxazolo[5,4-b]pyridin-5-yl)-4-oxo-pyrido[1,2-a]pyrimidin-7-yl]-4-azaspiro[2.5]octane-4-carboxylate